The molecule is a non-proteinogenic L-alpha-amino acid that is L-glutamic acid in which one of the gamma-hydrogens is substituted by a carboxy group. It is a tricarboxylic acid and a non-proteinogenic L-alpha-amino acid. It is a tautomer of a gamma-carboxy-L-glutamic acid zwitterion. C([C@@H](C(=O)O)N)C(C(=O)O)C(=O)O